4-[(3-fluoro-4-formyl-phenyl)methyl]benzoic acid tert-butyl ester C(C)(C)(C)OC(C1=CC=C(C=C1)CC1=CC(=C(C=C1)C=O)F)=O